Propan-2-yl 3-(5-cyano-pyrimidin-2-yl)-2-{[(1,2,3,5,6,7-hexahydro-s-indacen-4-yl)carbamoyl]oxy}-propanoate C(#N)C=1C=NC(=NC1)CC(C(=O)OC(C)C)OC(NC1=C2CCCC2=CC=2CCCC12)=O